Cis-N-(3-Chloro-4-fluorophenyl)-2-methyl-5-(5-(1-methyl-1H-imidazol-5-yl)thiophen-2-yl)-1,2,6-thiadiazinane-3-carboxamide 1,1-dioxide ClC=1C=C(C=CC1F)NC(=O)[C@@H]1N(S(N[C@@H](C1)C=1SC(=CC1)C1=CN=CN1C)(=O)=O)C